ClC=1C=C(CC=2NC=C(N2)C2=C(C=C(C=C2)Cl)Cl)C=C(C1)Cl 2-(3,5-dichlorobenzyl)-4-(2,4-dichlorophenyl)imidazole